Cl.BrC1=CC=C(C=C1)CCC1(OCCO1)CN1C=NC=C1 1-[[2-[2-(4-Bromophenyl)ethyl]-1,3-dioxolan-2-yl]methyl]-1H-imidazole hydrochloride